5-((5-((4'-chloro-5,5-dimethyl-3,4,5,6-tetrahydro-[1,1'-biphenyl]-2-yl)methyl)-2,5-diazabicyclo[2.2.2]octane-2-yl)methyl)-2-(2,4-dioxotetrahydropyrimidin-1(2H)-yl)isoindoline-1,3-dione ClC1=CC=C(C=C1)C1=C(CCC(C1)(C)C)CN1C2CN(C(C1)CC2)CC=2C=C1C(N(C(C1=CC2)=O)N2C(NC(CC2)=O)=O)=O